2-(2-(2-(3-(2-hydroxyprop-2-yl)-5-sulfamoylphenethyloxy)pyridin-4-yl)-6-isopropylphenyl)acetic acid OC(C)(C)C=1C=C(CCOC2=NC=CC(=C2)C2=C(C(=CC=C2)C(C)C)CC(=O)O)C=C(C1)S(N)(=O)=O